FC(C1=CC=C(C=C1)NC(=S)N)(F)F N-(4-trifluoromethyl-phenyl)thiourea